C(C)O[Si](C)(C)C(C)(C)C Ethoxy-tert-butyl-dimethyl-silane